7-Ethyl-hexadecanediamine C(C)C(CCCCCC(N)N)CCCCCCCCC